morpholine-4-acetic acid ethyl ester C(C)OC(CN1CCOCC1)=O